4-[4-(4-tert-butylbenzoyl)thiophenyl]phenyl-diphenylsulfonium C(C)(C)(C)C1=CC=C(C(=O)SC2=CC=C(C=C2)C2=CC=C(C=C2)[S+](C2=CC=CC=C2)C2=CC=CC=C2)C=C1